5-amino-N-(2,4-dimethoxybenzyl)-2-(4-methyl-1H-pyrazol-1-yl)benzenesulfonamide methyl-2-[(1S)-2-[tert-butyl(dimethyl)silyl]oxy-1-methyl-ethyl]pyrazole-3-carboxylate COC(=O)C=1N(N=CC1)[C@H](CO[Si](C)(C)C(C)(C)C)C.NC=1C=CC(=C(C1)S(=O)(=O)NCC1=C(C=C(C=C1)OC)OC)N1N=CC(=C1)C